C(C)OC(CC1(C2CN(CC1CC2)C(=O)OC(C)(C)C)C[N+](=O)[O-])=O tert-butyl 8-(2-ethoxy-2-oxoethyl)-8-(nitromethyl)-3-azabicyclo[3.2.1]octane-3-carboxylate